furanmethylamine diacrylate C(C=C)(=O)O.C(C=C)(=O)O.O1C(=CC=C1)CN